C1(CCCC1)N1C(N(C=2C=NC(=CC21)NC=2C=NC=CC2C)C)=O Cyclopentyl-3-methyl-6-((4-methylpyridin-3-yl)amino)-1,3-dihydro-2H-imidazo[4,5-c]pyridin-2-one